N(=C=S)C=1C=C(CN2CCC(CC2)OC)C=C(C1)C(F)(F)F 1-(3-isothiocyanato-5-(trifluoromethyl)benzyl)-4-methoxypiperidine